2-[(CARBAMOYLMETHYL)(2-FLUORO-4-FORMYLPHENYL)AMINO]ACETAMIDE C(N)(=O)CN(CC(=O)N)C1=C(C=C(C=C1)C=O)F